CC(CO)(C)C.[Na] sodium 2,2-dimethylpropanol